BrC=1C=NC(=NC1)C=1C=NN(C1)CF 5-bromo-2-(1-(fluoromethyl)-1H-pyrazol-4-yl)pyrimidine